2-[4-(6-Cyclobutoxy-pyrazin-2-yl)-2,6-difluoro-phenoxymethyl]-cyclopropanecarboxylic acid C1(CCC1)OC1=CN=CC(=N1)C1=CC(=C(OCC2C(C2)C(=O)O)C(=C1)F)F